(S)-(2,7-Dimethyl-3-(1-methyl-3-(trifluoromethyl)-1H-pyrazol-5-yl)-2,4,5,7-tetrahydro-6H-pyrazolo[3,4-c]pyridin-6-yl)(8-methoxyquinolin-5-yl)methanone CN1N=C2[C@@H](N(CCC2=C1C1=CC(=NN1C)C(F)(F)F)C(=O)C1=C2C=CC=NC2=C(C=C1)OC)C